(hydroxyethoxyethyl)amine OCCOCCN